Natrium 3-(3',5'-Dichlorobiphenyl-3-yl)-3-(3-(1,5-dimethyl-4-oxido-2-oxo-1,2-dihydropyridin-3-yl)ureido)propanoat ClC=1C=C(C=C(C1)Cl)C1=CC(=CC=C1)C(CC(=O)[O-])NC(=O)NC=1C(N(C=C(C1[O-])C)C)=O.[Na+].[Na+]